CC1=C(CNC(C(=O)O)=O)C(=CC=C1)C ((2,6-dimethylbenzyl)amino)-2-oxoacetic acid